N-((1S)-2-((2-cyano-2-(6-oxo-5,7-diazaspiro[2.5]octan-5-yl)-2,3-dihydro-1H-inden-5-yl)amino)-1-(4,4-difluorocyclohexyl)-2-oxoethyl)-4-methyl-1,2,5-oxadiazole-3-carboxamide C(#N)C1(CC2=CC=C(C=C2C1)NC([C@H](C1CCC(CC1)(F)F)NC(=O)C1=NON=C1C)=O)N1CC2(CC2)CNC1=O